FC1(C(C2=CC(=C=C=C12)OC=1C=C(C=C(C1N)C(F)(F)F)C1=CC=C(N)C=C1)O)F 3-(8,8-difluoro-7-hydroxybicyclo[4.2.0]oct-1,3,5-triene-2-enyloxy)-5-trifluoromethylbenzidine